FC1=CCCCOS1(=O)=O 1-fluoro-1-pentene-1,5-sultone